C/C=C/[C@@H]1[C@H]2C[C@H](CC[C@@H]2C(=C[C@H]1C(=O)C3=C(C(=CNC3=O)C4=CC=C(C=C4)O)O)C)C The molecule is an aromatic ketone in which the ketone carbonyl group is attached to a (1R,2R,4aS,7S,8aR)-4,7-dimethyl-1-[(1E)-prop-1-en-1-yl]-1,2,4a,5,6,7,8,8a-octahydronaphthalen-2-yl group and a 4-hydroxy-5-(4-hydroxyphenyl)-2-oxo-1,2-dihydropyridin-3-yl group. Isolated from the from the "imperfect" fungus Cylindrocladium iliciola strain MFC-870. It has a role as an antimicrobial agent and a mitochondrial respiratory-chain inhibitor. It is a member of phenols, a pyridone, an aromatic ketone, a monohydroxypyridine, a carbobicyclic compound, a member of octahydronaphthalenes and an ilicicolin.